COC=1C=NC(=NC1)/C=C/C(=O)OCC ethyl (E)-3-(5-methoxypyrimidin-2-yl)acrylate